ClC=1C(=C(C2=CN(N=C2C1)C)CCNC)N 6-chloro-2-methyl-4-(2-(methylamino)ethyl)-2H-indazol-5-amine